1-{[(2S,4R)-4-(2-hydroxypropan-2-yl)-5-oxopyrrolidin-2-yl]methoxy}-7-(propan-2-yloxy)isoquinoline-6-carboxamide OC(C)(C)[C@H]1C[C@H](NC1=O)COC1=NC=CC2=CC(=C(C=C12)OC(C)C)C(=O)N